3-(dimethoxyphosphinoyloxy)but-2-enoate COP(=O)(OC(=CC(=O)[O-])C)OC